ClC=1C=CC2=C(CC(CC=3N2C(=NN3)C3CCC(CC3)(F)F)N)C1 8-chloro-1-(4,4-difluorocyclohexyl)-5,6-dihydro-4H-[1,2,4]Triazolo[4,3-a][1]Benzazepin-5-amine